ClC1=C(C(=CC=C1NC)Cl)CC(=O)OC methyl 2-(2,6-dichloro-3-(methylamino)phenyl)acetate